(5-chloro-4-(1-(2-ethoxy-2-oxoacetamido)-3,3-difluorocyclobutyl)-1H-1,2,3-triazol-1-yl)methyl pivalate C(C(C)(C)C)(=O)OCN1N=NC(=C1Cl)C1(CC(C1)(F)F)NC(C(=O)OCC)=O